((2-(((S)-1-((2S,4S)-4-amino-2-((R)-2-phenylmorpholine-4-carbonyl)pyrrolidin-1-yl)-3,3-dimethyl-1-oxobutan-2-yl)carbamoyl)benzo[b]thiophen-5-yl)difluoromethyl)phosphonic acid N[C@H]1C[C@H](N(C1)C([C@H](C(C)(C)C)NC(=O)C1=CC2=C(S1)C=CC(=C2)C(F)(F)P(O)(O)=O)=O)C(=O)N2C[C@H](OCC2)C2=CC=CC=C2